6-(2-(ethoxymethoxy)-6-methyl-4-(trifluoromethyl)phenyl)-2-(1-methyl-6-oxopiperidin-3-yl)-2H-pyrazolo[3,4-b]pyridine-3-carbaldehyde C(C)OCOC1=C(C(=CC(=C1)C(F)(F)F)C)C=1C=CC=2C(N1)=NN(C2C=O)C2CN(C(CC2)=O)C